propionic acid-d2 [2H]C([2H])(C)C(=O)O